3-(1-methyl-1H-indol-3-yl)-3-oxopropionitrile CN1C=C(C2=CC=CC=C12)C(CC#N)=O